C1(CCC1)N1C(N(C2(CC2)C1=O)CC=1SC(=NN1)C1=C(C(=C(C=C1)F)O)F)=O 6-cyclobutyl-4-((5-(2,4-difluoro-3-hydroxyphenyl)-1,3,4-thiadiazol-2-yl)methyl)-4,6-diazaspiro[2.4]heptane-5,7-dione